C1(=C(C=CC=C1)C=1C=CC=C2C=CCC12)C 7-(o-tolyl)indene